(Z)-3-bromo-2-(2-carbamoyl-hydrazono)propionic acid BrC\C(\C(=O)O)=N/NC(N)=O